C(C1=CC=CC=C1)N1C(CCCC1)C1CN(C1)C(=O)OC(C)(C)C tert-butyl 3-(1-benzylpiperidin-2-yl)azetidine-1-carboxylate